tert-butyl (3S,4R)-3-({[3,5-bis(trifluoromethyl)phenyl]carbamoyl}amino)-4-(3,4-difluorophenyl)pyrrolidine-1-carboxylate FC(C=1C=C(C=C(C1)C(F)(F)F)NC(=O)N[C@@H]1CN(C[C@H]1C1=CC(=C(C=C1)F)F)C(=O)OC(C)(C)C)(F)F